FC(C=1C=CC=C2C(=CC=NC12)O)(F)F 8-(trifluoromethyl)quinolin-4-ol